FC=1C=C(C=CC1N1CCSCCC1)N1C(O[C@H](C1)CNC(=O)C=1SC=CC1)=O (S)-N-[(3-[3-fluoro-4-(1,4-thiazepan-4-yl)phenyl]-2-oxo-oxazolidin-5-yl)methyl]thiophene-2-carboxamide